FC(C=1N=C(SC1C(=O)OCC)C1=CC=2N(C=C1)N=CC2)F ethyl 4-(difluoro-methyl)-2-pyrazolo[1,5-a]pyridin-5-yl-thiazole-5-carboxylate